ClC(=C[C@H]1C([C@@H]1C(=O)OCC1=C(C(=C(C(=C1F)F)C)F)Cl)(C)C)Cl 2-chloro-4-methyl-3,5,6-trifluorobenzyl (1R)-trans-3-(2,2-dichloro-1-ethenyl)-2,2-dimethylcyclopropanecarboxylate